Ammonium 3-(octadecylthio)propyl (R)-(((1-(6-amino-9H-purin-9-yl)propan-2-yl)oxy)methyl) phosphonate P(OCCCSCCCCCCCCCCCCCCCCCC)(OCO[C@@H](CN1C2=NC=NC(=C2N=C1)N)C)=O.[NH4+]